C(CCC)C1OCC(CO1)(CO)CO 2-butyl-1,3-dioxane-5,5-dimethanol